CC1=CC(=CC(=C1C(=O)OC2=CC(=C(C(=C2)C)C(=O)O)O)O)O The molecule is a benzoate ester. It derives from an o-orsellinic acid. It is a conjugate acid of an o-orsellinate depsidate(1-).